1-(2-(4-Chloro-2-(3,4-dichlorophenyl)-10,11-dihydro-5H-dibenzo[b,f]azepin-3-ylamino)ethyl)guanidine ClC1=C(C(=CC2=C1NC1=C(CC2)C=CC=C1)C1=CC(=C(C=C1)Cl)Cl)NCCNC(=N)N